5-methyl-2-phenyl-3-(piperidin-1-yl)-4-((2-(trimethylsilyl)ethoxy)methyl)pyrazolo[1,5-a]pyrimidin-7(4H)-one CC=1N(C=2N(C(C1)=O)N=C(C2N2CCCCC2)C2=CC=CC=C2)COCC[Si](C)(C)C